1-(2-((1R,3S,5R)-3-((6-bromo-3-methylpyridin-2-yl)carbamoyl)-5-methyl-2-azabicyclo[3.1.0]hexan-2-yl)-2-oxoethyl)-5-(2-methylpyrimidin-5-yl)-N-neopentyl-1H-indazole-3-carboxamide BrC1=CC=C(C(=N1)NC(=O)[C@H]1N([C@@H]2C[C@@]2(C1)C)C(CN1N=C(C2=CC(=CC=C12)C=1C=NC(=NC1)C)C(=O)NCC(C)(C)C)=O)C